NC1=CC(=C2C(CCO2)=C1C#N)C1=C(C=C(C=C1F)C(C)C)F 5-amino-7-(2,6-difluoro-4-isopropylphenyl)-2,3-dihydrobenzofuran-4-carbonitrile